CN([C@H](CNC(C[C@@H](C1(CC1)C(F)(F)F)C1=CSC(=C1)C)=O)CC1=CC=C(C=C1)O)C (S)-N-((S)-2-(dimethylamino)-3-(4-hydroxyphenyl)propyl)-3-(5-methylthiophene-3-yl)-3-(1-(trifluoromethyl)cyclopropyl)propanamide